ClC=1C=C(CCC2(CCCC=3C4=CC=CC=C4NC23)N)C=C(C1Cl)Cl (3,4,5-trichlorophenethyl)-2,3,4,9-tetrahydro-1H-carbazol-1-amine